(R)-N-(3-(1-((2-Amino-5-chloropyridin-3-yl)oxy)ethyl)-4-methylphenyl)-3-(methylsulfonyl)benzamid NC1=NC=C(C=C1O[C@H](C)C=1C=C(C=CC1C)NC(C1=CC(=CC=C1)S(=O)(=O)C)=O)Cl